C(CCC)OC=1N=C(C=2NC(N(CC2N1)CC1=C(C=CC=C1)CN1CCCC1)=O)NCC1=CC=C(C=C1)OC 6-butoxy-8-((4-methoxybenzyl)amino)-3-(2-(pyrrolidin-1-ylmethyl)benzyl)-3,4-dihydropyrimido[5,4-d]Pyrimidine-2(1H)-one